F[P-](F)(F)(F)(F)F.N1(CCCC1)[PH+](N1CCCC1)N1CCCC1 tripyrrolidin-1-ylphosphonium hexafluorophosphate